CC=1C=C(C=CC1OC1=CC2=C(N(C=N2)C)C=C1)NC1=NC=NC=C1C=1OC=C(N1)CNC N-(3-methyl-4-((1-methyl-1H-benzo[d]imidazol-5-yl)oxy)phenyl)5-(4-((methylamino)methyl)oxazol-2-yl)pyrimidin-4-amine